ClC1=C(C=C(N=N1)N1[C@@H]2[C@H](OCC1)CCN(C2)C)C (4aS,8aR)-4-(6-chloro-5-methyl-pyridazin-3-yl)-6-methyl-3,4a,5,7,8,8a-hexahydro-2H-pyrido[4,3-b][1,4]oxazine